copper acetate, hydrate O.C(C)(=O)[O-].[Cu+2].C(C)(=O)[O-]